OC1(CC=CC2=CC=CC=C12)S(=O)(=O)[O-] 1-hydroxy-naphthalenesulfonate